CNC(=O)N1CCCC1 N-methylpyrrolidine-1-carboxamide